FC1=C(NC(C2=C(C=C(C=C12)C(F)(F)F)C#N)=O)C 4-fluoro-3-methyl-1-oxo-6-(trifluoromethyl)-1,2-dihydroisoquinoline-8-carbonitrile